FCCCCCN1C=C(C2=CC=CC=C12)C(=O)C1=CC=CC2=CC=CC=C12 (1-[(5-fluoropentyl)-1H-indol-3-yl])-(naphthalen-1-yl)methanone